C1(CC1)NC1=NC=2N(C(=C1)C)N(CC2)C(C(F)(F)F)C 5-(cyclopropylamino)-7-methyl-N-(1,1,1-trifluoropropan-2-yl)pyrazolo[1,5-a]Pyrimidine